C(C)(C)(C)OC(=O)NCC1=NC=CC=C1O[C@@]1(C[C@H](N(C1)C(=O)OC(C)(C)C)C(=O)OC)C(=O)OC 1-(t-butyl) 2,4-dimethyl (2S,4R)-4-((2-(((t-butoxycarbonyl)amino)methyl)pyridin-3-yl)oxy)pyrrolidine-1,2,4-tricarboxylate